C1(CC1)C(OCNC(CNC(OCC1C2=CC=CC=C2C=2C=CC=CC12)=O)=O)C(=O)OCC1=CC=CC=C1 Benzyl 10-cyclopropyl-1-(9H-fluoren-9-yl)-3,6-dioxo-2,9-dioxa-4,7-diazaundecan-11-oate